COCC1=C(C=CC(=C1)C(F)(F)F)CNC 1-(2-(methoxymethyl)-4-(trifluoromethyl)phenyl)-N-methylmethanamine